4-(8-(2-(3-((S)-3-methylpyrrolidin-1-yl)prop-1-yn-1-yl)pyridin-4-yl)-3,8-diazabicyclo[3.2.1]oct-3-yl)pyridazin-3-amine C[C@@H]1CN(CC1)CC#CC1=NC=CC(=C1)N1C2CN(CC1CC2)C2=C(N=NC=C2)N